CN(C1=CC=C(C=N1)CN1C2CN(CC1C2)C2=CC=C(C=N2)C2=NC1=CC=CC=C1C(=N2)NC2=NNC(=C2)C)C 2-(6-(6-((6-(di-methylamino)pyridin-3-yl)meth-yl)-3,6-diazabicyclo[3.1.1]heptan-3-yl)pyridin-3-yl)-N-(5-methyl-1H-pyrazol-3-yl)quinazolin-4-amine